N1CC(C1)OCC(=O)N1CCN(CC1)C(=O)OC(C)(C)C tert-butyl 4-(2-(azetidin-3-yloxy)acetyl)piperazin-1-carboxylate